3'-bromo-2,2'-dichloro-[1,1'-biphenyl]-3-amine BrC=1C(=C(C=CC1)C1=C(C(=CC=C1)N)Cl)Cl